(R)-2-amino-5-(3,5-dimethoxyphenyl)-4-oxo-4,5-dihydrofuran-3-yl-5-d phenylmethanesulfonate C1(=CC=CC=C1)CS(=O)(=O)OC1=C(O[C@](C1=O)([2H])C1=CC(=CC(=C1)OC)OC)N